4-(3-(6-phenylimidazo[1,5-a]pyridin-5-yl)ureido)benzamide C1(=CC=CC=C1)C=1C=CC=2N(C1NC(NC1=CC=C(C(=O)N)C=C1)=O)C=NC2